4'-(1,1,1,3,3,3-hexafluoro-2-hydroxypropan-2-yl)-[1,1'-biphenyl]-4-Formaldehyde FC(C(C(F)(F)F)(O)C1=CC=C(C=C1)C1=CC=C(C=C1)C=O)(F)F